C[C@@H]1NC2=CC=C3C(=C2CC1)N=C(N3CC(NCC=3C=NN(C3)C)=O)CCN3N=CC=C3 (7S)-7-Methyl-3-({[(1-methyl-1H-pyrazol-4-yl)methyl]carbamoyl}methyl)-2-[2-(1H-pyrazol-1-yl)ethyl]-3H,6H,7H,8H,9H-imidazo[4,5-f]chinolin